N-(6-((1H-pyrazol-1-yl)methyl)-4-methoxybenzo[d]isoxazol-3-yl)-4-hydroxy-7-methoxy-4-methylchroman-8-sulfonamide N1(N=CC=C1)CC1=CC2=C(C(=NO2)NS(=O)(=O)C=2C(=CC=C3C(CCOC23)(C)O)OC)C(=C1)OC